6-(6-Methoxy-5-methyl-3-pyridyl)-N-[(2-oxo-1H-pyridin-3-yl)sulfonyl]-2-(2,4,6-trimethylphenoxy)pyridin-3-carboxamid COC1=C(C=C(C=N1)C1=CC=C(C(=N1)OC1=C(C=C(C=C1C)C)C)C(=O)NS(=O)(=O)C=1C(NC=CC1)=O)C